N-[1-[5-fluoro-2-[(2-fluoro-3-pyridyl)amino]pyrimidin-4-yl]-3-methyl-indol-5-yl]prop-2-enamide FC=1C(=NC(=NC1)NC=1C(=NC=CC1)F)N1C=C(C2=CC(=CC=C12)NC(C=C)=O)C